OC(CC1=CC=NC=C1)(P(O)(O)=O)P(O)(O)=O 1-hydroxy-2-(pyridin-4-yl)ethane-1,1-diylbisphosphonic acid